ClC=1C=C(C=CC1)[C@@H]1[C@H](C1)C(=O)NC1=NC=CC(=C1)NCC=1N=C2N(C=C(C=C2N2C(N(C(C2)=O)CC(F)(F)F)=O)C2CC2)C1 (1S,2S)-2-(3-chlorophenyl)-N-(4-(((6-cyclopropyl-8-(2,4-dioxo-3-(2,2,2-trifluoroethyl)imidazolidin-1-yl)imidazo[1,2-a]pyridin-2-yl)methyl)amino)pyridin-2-yl)cyclopropane-1-carboxamide